CNCC(CO)O N-methyl-2,3-dihydroxypropylamine